3-((3-exo)-3-((7-(pyrazin-2-ylamino)-1,6-naphthyridin-5-yl)amino)-8-azabicyclo[3.2.1]octan-8-yl)propionitrile N1=C(C=NC=C1)NC1=NC(=C2C=CC=NC2=C1)NC1CC2CCC(C1)N2CCC#N